C(C)OP(=O)(OCC)CCC1=C(OC=2C=C(C=C(C2)CCP([O-])([O-])=O)CCP([O-])([O-])=O)C(=CC(=C1)CNC(CO)(CO)CO)CCP(=O)(OCC)OCC.[Na+].[Na+].[Na+].[Na+] sodium ((5-(2,6-bis(2-(diethoxyphosphoryl)ethyl)-4-(((1,3-dihydroxy-2-(hydroxymethyl)propan-2-yl)amino)methyl)phenoxy)-1,3-phenylene)bis(ethane-2,1-diyl))bis(phosphonate)